Ethyl 1-(3-chloro-4-fluorobenzyl)-1H-pyrazole-4-carboxylate ClC=1C=C(CN2N=CC(=C2)C(=O)OCC)C=CC1F